CC1(C(OB(O1)C=1C=C2C=CNC(C2=CC1)=O)(C)C)C 6-(tetramethyl-1,3,2-dioxaborolan-2-yl)-2H-isoquinolin-1-one